7-chloro-2-(4-chlorobenzyl)-1-methyl-5-phenyl-1,5-dihydro-4H-imidazo[4,5-c]quinolin-4-one ClC=1C=CC=2C3=C(C(N(C2C1)C1=CC=CC=C1)=O)N=C(N3C)CC3=CC=C(C=C3)Cl